C(C)N1C2=CC=C(C=C2C=2C=C(C=CC12)C(=O)O)C(=O)O 9-ethyl-carbazole-3,6-dicarboxylic acid